2-(4-isobutylphenyl)-2-methylpropanoic acid C(C(C)C)C1=CC=C(C=C1)C(C(=O)O)(C)C